2'-[(5-Methylpyridin-2-yl)methyl]-N-[(2S)-tetrahydrofuran-2-ylmethyl]-8'-(trifluoromethyl)-2',5'-dihydrospiro[cyclobutane-1,4'-furo[2,3-g]indazole]-7'-carboxamide CC=1C=CC(=NC1)CN1N=C2C3=C(CC4(C2=C1)CCC4)OC(=C3C(F)(F)F)C(=O)NC[C@H]3OCCC3